ethylmethylimidazolium bis(trifluoromethanesulfonyl)imide salt [N-](S(=O)(=O)C(F)(F)F)S(=O)(=O)C(F)(F)F.C(C)[N+]1=C(NC=C1)C